C(C1(CCCCC1)N=C=O)C1(CCCCC1)N=C=O Methylenebis-cyclohexylisocyanate